COC1=C2C=CC(OC2=CC=C1)C 5-methoxy-2-methylchromen